Br.CN(C(CNC(=O)N1CC2=CC=C(C=C2C1)O)C1=CC=C(C=C1)O)C N-(2-(dimethylamino)-2-(4-hydroxyphenyl)ethyl)-5-hydroxyisoindoline-2-carboxamide hydrobromide